ClC1=CC(=C(C=N1)NC(=O)C1(CN(C1)C#N)C1=C(C=CC=C1)C(C)C)OC N-(6-chloro-4-methoxypyridin-3-yl)-1-cyano-3-(2-isopropylphenyl)azetidine-3-carboxamide